fmoc-serine C(=O)(OCC1C2=CC=CC=C2C2=CC=CC=C12)N[C@@H](CO)C(=O)O